tert-butyl 4-[8-({8-fluoro-2-methylimidazo[1,2-a]pyridin-6-yl}carbamoyl)-2-(2-methoxyethoxy)quinolin-5-yl]piperazine-1-carboxylate FC=1C=2N(C=C(C1)NC(=O)C=1C=CC(=C3C=CC(=NC13)OCCOC)N1CCN(CC1)C(=O)OC(C)(C)C)C=C(N2)C